N12CCC(CC1)(C2)C(=O)O 1-azabicyclo[2.2.1]heptane-4-carboxylic acid